2-vinyl-4'-ethylbiphenyl C(=C)C1=C(C=CC=C1)C1=CC=C(C=C1)CC